N-(4-butylphenyl)-3-phenyl-1H-pyrazole-4-carboxamide C(CCC)C1=CC=C(C=C1)NC(=O)C=1C(=NNC1)C1=CC=CC=C1